The molecule is a 1-(5-hydroxyhexyl)-3,7-dimethyl-3,7-dihydro-1H-purine-2,6-dione that has (R)-configuration. A synthetic small molecule which was under development for the treatment of type 1 diabetes mellitus. It has a role as an anti-inflammatory agent and an immunomodulator. It is an enantiomer of a (S)-lisofylline. C[C@H](CCCCN1C(=O)C2=C(N=CN2C)N(C1=O)C)O